2-[(5-Chloro-1H-pyrrolo[3,2-b]pyridin-3-yl)amino]-N-methyl-N-phenyl-1H-benzo[d]imidazole-5-sulfonamide ClC1=CC=C2C(=N1)C(=CN2)NC2=NC1=C(N2)C=CC(=C1)S(=O)(=O)N(C1=CC=CC=C1)C